FC1=CC=C(C=C(C(=O)OCC)C#N)C=C1 ethyl 4-fluoro-α-cyanocinnamate